C(C)C1=C(C=CC(=C1)C1=CC=C(C=C1)CCCCC)C1=CC(=C(C(=C1)CCCO)O)CCCO 4-[2-ethyl-4-(4-pentylphenyl)phenyl]-2,6-bis(3-hydroxypropyl)phenol